C1(=CC(=CC=C1)N1C2=CC=CC=C2C=2C=C(C=CC12)C=1C=CC=2N(C3=CC=CC=C3C2C1)C1=CC=C(C=C1)C1=CC=CC=C1)C1=CC=CC=C1 9-(1,1'-biphenyl-3-yl)-9'-(1,1'-biphenyl-4-yl)-9H,9'H-3,3'-bicarbazole